2-[2-tert-butyl-8-(morpholin-4-yl)-5-oxoimidazo[1,2-c]pyrido[2,3-e]pyrimidin-6(5H)-yl]-N-(5-fluoropyridin-2-yl)acetamide C(C)(C)(C)C=1N=C2N(C(N(C3=C2N=CC(=C3)N3CCOCC3)CC(=O)NC3=NC=C(C=C3)F)=O)C1